BrC1=C(C=C2CCC(CC2=C1F)CC(=O)OCC)O ethyl (7-bromo-8-fluoro-6-hydroxy-1,2,3,4-tetrahydronaphthalen-2-yl)acetate